3-{4-[(2RS,4SR)-2-(7-{1-[6-(2-HYDROXYPHENYL)PYRIDAZIN-4-YL]-4-PHENYLPIPERIDINE-4-CARBONYL}-2,7-DIAZASPIRO[3.5]NONAN-2-YL)-6-AZASPIRO[3.4]OCTAN-6-YL]PHENYL}PIPERIDINE-2,6-DIONE OC1=C(C=CC=C1)C1=CC(=CN=N1)N1CCC(CC1)(C(=O)N1CCC2(CN(C2)C2CC3(C2)CN(CC3)C3=CC=C(C=C3)C3C(NC(CC3)=O)=O)CC1)C1=CC=CC=C1